ClC=1C=C(C=C(C1)NS(=O)(=O)C)NC(=O)C=1SC(=C(C1)C1=NC=C(C=C1)F)C N-(3-chloro-5-(methylsulfonamido)phenyl)-4-(5-fluoropyridin-2-yl)-5-methylthiophene-2-carboxamide